O1C(CCCC1)OCCOC1CN(C1)C1=CC=2N(C=C1)C1=C(N2)C=C(C=C1)C=C 3-(3-(2-((tetrahydro-2H-pyran-2-yl)oxy)ethoxy)azetidin-1-yl)-7-vinylbenzo[4,5]imidazo[1,2-a]pyridine